(Z)-N-Benzyl-1-(4-fluoro-3-(3-(4-fluorophenyl)-4-oxo-3,4-dihydrophthalazin-1-yl)phenyl)Methanimine Oxide C(C1=CC=CC=C1)/[N+](=C/C1=CC(=C(C=C1)F)C1=NN(C(C2=CC=CC=C12)=O)C1=CC=C(C=C1)F)/[O-]